C(C1=CC=CC=C1)(=O)C1=C(OC2=C1C=C(C=C2)Cl)CC(C(=O)[O-])(C(=O)[O-])Br 2-((3-benzoyl-5-chlorobenzofuran-2-yl) methyl)-2-bromomalonate